(S)-7-acetamido-1-methoxy-2,3-bis(trideuteromethoxy)-N-methyl-9-oxo-5,6,7,9-tetrahydrobenzo[a]heptalen-10-carboxamide C(C)(=O)N[C@H]1CCC2=C(C3=CC=C(C(C=C13)=O)C(=O)NC)C(=C(C(=C2)OC([2H])([2H])[2H])OC([2H])([2H])[2H])OC